3-methyl-3-{[2-(pyridin-4-yl)pyrido[3,4-d]Pyrimidin-4-yl]Amino}butyric acid CC(CC(=O)O)(C)NC=1C2=C(N=C(N1)C1=CC=NC=C1)C=NC=C2